4-benzyl-1,2,3-thiadiazole-5-carboxylic acid-4-chlorophenyl ester ClC1=CC=C(C=C1)OC(=O)C1=C(N=NS1)CC1=CC=CC=C1